6-(2-hydroxy-4-(trifluoromethoxy)phenyl)-3-(((1R,2R)-2-hydroxycyclohexyl)amino)-4-methyl-1,2,4-triazin-5(4H)-one OC1=C(C=CC(=C1)OC(F)(F)F)C=1C(N(C(=NN1)N[C@H]1[C@@H](CCCC1)O)C)=O